(3R)-1-(6-methylpyridazin-3-yl)pyrrolidin-3-amine CC1=CC=C(N=N1)N1C[C@@H](CC1)N